n-tetracosyl acrylate C(C=C)(=O)OCCCCCCCCCCCCCCCCCCCCCCCC